2-[(3,5-di-tert-butylphenyl)(propan-2-yl)amino]pyrimidine-5-carboxylic Acid C(C)(C)(C)C=1C=C(C=C(C1)C(C)(C)C)N(C1=NC=C(C=N1)C(=O)O)C(C)C